C(C(=O)OC)(=O)OC dimethyl ethanedioate